(R)-tert-butyl 3-methylpiperazine-1-carboxylate C[C@@H]1CN(CCN1)C(=O)OC(C)(C)C